(S)-N-(3-(5-hydroxy-6-oxo-1,6-dihydropyrimidin-4-yl)-2-(4-((4-(morpholinomethyl)phenyl)ethynyl)phenyl)propyl)methanesulfonamide OC1=C(N=CNC1=O)C[C@H](CNS(=O)(=O)C)C1=CC=C(C=C1)C#CC1=CC=C(C=C1)CN1CCOCC1